CN(C([O-])=O)C.C[NH2+]C N,N-dimethylammonium dimethyl-carbamate